azazazoline N1=NNCC1